(1R,3S)-3-(3-(1-cyclopropyl-3-(2-formyl-3-hydroxyphenyl)-1H-pyrazole-5-carboxamido)-1H-pyrazol-5-yl)cyclopentyl isopropylcarbamate C(C)(C)NC(O[C@H]1C[C@H](CC1)C1=CC(=NN1)NC(=O)C1=CC(=NN1C1CC1)C1=C(C(=CC=C1)O)C=O)=O